ethyl 14-((tert-butyldiphenylsilyl) oxy)-3-nonyltetradecanoate [Si](C1=CC=CC=C1)(C1=CC=CC=C1)(C(C)(C)C)OCCCCCCCCCCCC(CC(=O)OCC)CCCCCCCCC